benzotriazol-1-yloxytris(pyrrolidino)-phosphonium hexafluorophosphate F[P-](F)(F)(F)(F)F.N1(N=NC2=C1C=CC=C2)O[P+](N2CCCC2)(N2CCCC2)N2CCCC2